C(C1=CC=CC=C1)[C@@H]1N(CCC1)C1=NC(=CC(N1)=O)N1C[C@@H](O[C@@H](C1)C)C 2-((R)-2-benzylpyrrolidin-1-yl)-6-((2S,6R)-2,6-dimethylmorpholino)pyrimidin-4(3H)-one